2-(3-ethylsulfanyl-pyridin-2-yl)-5-iodo-1-methyl-1H-benzimidazole C(C)SC=1C(=NC=CC1)C1=NC2=C(N1C)C=CC(=C2)I